C1C=CC2=CC(=CC=C12)C1CCN(CC1)C(=O)C1CC2(C1)NCOC2 (2s,4s)-2-(4-(1H-Inden-5-yl)piperidine-1-carbonyl)-7-oxa-5-azaspiro[3.4]octan